FC(C(=O)O)(F)F.ClC=1C(=C2C=NNC2=CC1C)C=1C(=NN(C1C)C1CC2(CNC2)C1)C=1C=C2C=CN=NC2=CC1 6-(4-(5-chloro-6-methyl-1H-indazol-4-yl)-5-methyl-1-(2-azaspiro[3.3]heptan-6-yl)-1H-pyrazol-3-yl)cinnoline trifluoroacetate